2-(3-(2-((1,5-dimethyl-1H-pyrazol-3-yl)amino)-5-methylpyrimidin-4-yl)-1H-indol-7-yl)-7-fluoro-4-(2-fluoropyridin-4-yl)isoindolin-1-one CN1N=C(C=C1C)NC1=NC=C(C(=N1)C1=CNC2=C(C=CC=C12)N1C(C2=C(C=CC(=C2C1)C1=CC(=NC=C1)F)F)=O)C